ClC1=CC2=C(N=C3N2CC2(C(OC(C2)C)=O)C=2C=CC=CC32)C=C1Cl 9,10-dichloro-5'-methyl-4',5'-dihydro-2'H,6H-spiro[benzo[4,5]imidazo[2,1-a]isoquinoline-5,3'-furan]-2'-one